O1C[C@@H]([C@H]2[C@@H]1OCC2)OC(N[C@@H](CC2=CC=CC=C2)[C@@H](CN(CC(C)C)S(=O)(=O)C2=CC=C(C=C2)N)O)=O [(3R,3AS,6AR)-2,3,3A,4,5,6A-HEXAHYDROFURO[5,4-B]FURAN-3-YL]N-[(2S,3R)-4-[(4-AMINOPHENYL)SULFONYL-(2-METHYLPROPYL)AMINO]-3-HYDROXY-1-PHENYLBUTAN-2-YL]CARBAMATE